di-tert-butyl (2-(4-hydroxy-2-methylbutan-2-yl)-3,5-dimethylphenyl) phosphate P(=O)(OC(C)(C)C)(OC(C)(C)C)OC1=C(C(=CC(=C1)C)C)C(C)(CCO)C